C1(=CC=CC2=CC=CC=C12)NCC(=O)O (S)-naphthylglycine